2-Amino-N-(1-(4-chloro-7-ethoxy-1H-indazol-6-yl)ethyl)-5-(5-(hydroxymethyl)pyridin-3-yl)pyrazolo[1,5-a]pyrimidine-3-carboxamide NC1=NN2C(N=C(C=C2)C=2C=NC=C(C2)CO)=C1C(=O)NC(C)C1=CC(=C2C=NNC2=C1OCC)Cl